C1N(CCC2=CC=CC=C12)CC(CNC1=NNC2=C1N=CN=C2NC2COC2)O 1-(3,4-dihydroisoquinolin-2(1H)-yl)-3-((7-(oxetan-3-ylamino)-1H-pyrazolo[4,3-d]pyrimidin-3-yl)amino)propan-2-ol